BrC1=CC=C(C=C1)S(=O)(=O)N1CC(C(CC1)NC1=NC=C(C=C1)C(F)(F)F)O 1-((4-bromophenyl)sulfonyl)-4-((5-(trifluoromethyl)pyridin-2-yl)amino)piperidin-3-ol